C1(CCC1)SC=1C=C(C=CC1)C1=COC=2C1=NC=C(C2)C2=CC=C(C=C2)N2CCN(CC2)C(=O)OC(C)(C)C tert-butyl 4-(4-(3-(3-(cyclobutylthio)phenyl)furo[3,2-b]pyridin-6-yl)phenyl)piperazine-1-carboxylate